(2S)-2-{4-bromo-2-[difluoro(1,3-thiazol-2-yl)methyl]phenoxy}propionic acid BrC1=CC(=C(O[C@H](C(=O)O)C)C=C1)C(C=1SC=CN1)(F)F